methyl 6-(pyrazolo[1,5-a]pyrazine-3-carbonyl)-4,5,6,7-tetrahydrothieno[2,3-c]pyridine-3-carboxylate N1=CC(=C2N1C=CN=C2)C(=O)N2CC1=C(CC2)C(=CS1)C(=O)OC